C(C)(=O)N1CC(C1)C1=NC(=C2N1CCN(C2)C(=O)NC)C=2C=C1C(=NN(C1=CC2)C)C=2C=NN(C2)C 3-(1-acetylazetidin-3-yl)-N-methyl-1-(1-methyl-3-(1-methyl-1H-pyrazol-4-yl)-1H-indazol-5-yl)-5,6-dihydroimidazo[1,5-a]pyrazine-7(8H)-carboxamide